4-cyclopropaneamido-3-(1,3-dioxolan-2-yl)benzoic acid C1(CC1)C(=O)NC1=C(C=C(C(=O)O)C=C1)C1OCCO1